C(=O)(O)CNCCC(=O)O 3-(Carboxymethylamino)propanoic acid